1-methyl-1,4-dihydropyrazolo[4,3-b]indole CN1N=CC=2NC=3C=CC=CC3C21